2-((7-(3,4-difluorophenyl)-3,4-dihydroisoquinolin-2(1H)-yl)methyl)-7-methoxyimidazo[1,2-c]quinazolin-5-amine FC=1C=C(C=CC1F)C1=CC=C2CCN(CC2=C1)CC=1N=C2N(C(=NC=3C(=CC=CC23)OC)N)C1